8-chloro-6-(3-isopropyl-5-(piperidin-4-yl)-1H-indol-2-yl)quinoline ClC=1C=C(C=C2C=CC=NC12)C=1NC2=CC=C(C=C2C1C(C)C)C1CCNCC1